C(#N)C1C[C@H]2CC[C@@H](C1)N2C(=O)OC(C)(C)C tert-butyl (1R,3r,5S)-3-cyano-8-azabicyclo[3.2.1]octane-8-carboxylate